N-(6-(2-cyano-3-fluorophenyl)imidazo[1,2-a]pyridin-2-yl)-2-fluorocyclopropanecarboxamide C(#N)C1=C(C=CC=C1F)C=1C=CC=2N(C1)C=C(N2)NC(=O)C2C(C2)F